3-methyl-5-(2-methyl-4-(6-(trifluoromethyl)pyrido[3,2-d]pyrimidin-2-yl)phenyl)-4-oxo-4,5,6,7-tetrahydropyrazolo[1,5-a]pyrazine-2-carbaldehyde CC=1C(=NN2C1C(N(CC2)C2=C(C=C(C=C2)C=2N=CC1=C(N2)C=CC(=N1)C(F)(F)F)C)=O)C=O